FC1=CC=C(C(=O)N(C(C)C)CCCCCCC(=O)N(CC2=NC(=NC=C2)NC)CC2CCN(CC2)C(=O)OC(C)(C)C)C=C1 Tert-butyl 4-((7-(4-fluoro-N-isopropylbenzamido)-N-((2-(methylamino)pyrimidin-4-yl)methyl)heptanamido)methyl)piperidine-1-carboxylate